IC=1SC=C2C1CC(CC2)(C)N(C(OC(C)(C)C)=O)C tert-butyl N-(3-iodo-5-methyl-6,7-dihydro-4H-2-benzothiophen-5-yl)-N-methyl-carbamate